1,3-bis(2,6-dimethylphenyl)-3,4,5,6-tetrahydropyrimidin-1-ium platinum [Pt+2].CC1=C(C(=CC=C1)C)[N+]1=CN(CCC1)C1=C(C=CC=C1C)C